3-(4-(tert-butyl)phenyl)-5,5-dimethylimidazolidine-2,4-dione C(C)(C)(C)C1=CC=C(C=C1)N1C(NC(C1=O)(C)C)=O